(2S,3R,4R,5S)-2-(hydroxymethyl)-1-((S)-2-phenylpropyl)piperidine-3,4,5-triol OC[C@@H]1N(C[C@@H]([C@H]([C@@H]1O)O)O)C[C@@H](C)C1=CC=CC=C1